3-Bromo-2-chloro-6-fluoro-7-iodoquinoline BrC=1C(=NC2=CC(=C(C=C2C1)F)I)Cl